ammonium 3-(hexadec-15-yn-1-yloxy)propyl (R)-(((1-(6-amino-9H-purin-9-yl)propan-2-yl)oxy)methyl)phosphonate NC1=C2N=CN(C2=NC=N1)C[C@@H](C)OCP(OCCCOCCCCCCCCCCCCCCC#C)([O-])=O.[NH4+]